ClC1=C(C(=O)N[C@@H]2CN(C[C@@H]2F)C(=O)C2C(C2)(F)F)C=CC=C1 2-chloro-N-[(3R,4S)-1-(2,2-difluorocyclopropanecarbonyl)-4-fluoropyrrolidin-3-yl]benzamide